pleiaden C1=CC=C2C=CC=C3C=C4C=CC=CC4=CC1=C23